Methyl 5-(benzyloxy)-4-methoxy-2-nitrobenzoate C(C1=CC=CC=C1)OC=1C(=CC(=C(C(=O)OC)C1)[N+](=O)[O-])OC